C(CC)OC(=O)N1CC=CC1 3-pyrroline-1-carboxylic acid propyl ester